CC=1C(=NC=CC1OCC(F)(F)F)CS(=O)(=O)C1=NC2=C(N1)C=CC=C2 2-[[[3-methyl-4-(2,2,2-trifluoroethoxy)-2-pyridinyl]methyl]sulfonyl]-1H-benzimidazole